C(#N)C1=CC=C(CP(OCC)(=O)C)C=C1 ethyl (4-cyanobenzyl)(methyl)phosphinate